BrC=1SC2=C(N1)C(=C(C(=C2)O)C)Cl 2-bromo-4-chloro-5-methylbenzo[d]thiazol-6-ol